N-hydroxy-4-(3-methoxybenzyl)-3,4-dihydro-2H-benzo[b][1,4]oxazine-6-carboxamide ONC(=O)C1=CC2=C(OCCN2CC2=CC(=CC=C2)OC)C=C1